C(C1=CC=CC=C1)(=O)OC(C)OC1=C(C=C(C=C1)C(F)(F)F)Cl (1-(2-chloro-4-(trifluoromethyl) phenoxy) ethyl) benzoate